8,9-dihydro-7H-cyclopenta[h]quinazolin-4-amine N1=CN=C(C2=CC=C3C(=C12)CCC3)N